ClC=1C(=CC(=NC1)OC)C1=CC(=NN1)C(=O)N1CCC(CC1)C(=O)N[C@H]1CO[C@H](CC1)C(F)(F)F 1-(5-(5-chloro-2-methoxypyridin-4-yl)-1H-pyrazole-3-carbonyl)-N-((3R,6R)-6-(trifluoromethyl)tetrahydro-2H-pyran-3-yl)piperidine-4-carboxamide